N-((6-methylpyridazin-3-yl)methyl)-6-(5-methylpyridin-2-yl)pyrido[3,2-d]-pyrimidin-4-amine CC1=CC=C(N=N1)CNC=1C2=C(N=CN1)C=CC(=N2)C2=NC=C(C=C2)C